O1CCOC2=C1C=CC=C2C=2N=NC(=CC2)OCC2CCN(CC2)C 3-(2,3-Dihydro-benzo[1,4]dioxin-5-yl)-6-(1-methyl-piperidin-4-ylmethoxy)-pyridazine